C(\C=C\C=C\C)(=O)[O-].[K+].C(\C=C\C=C\C)(=O)[O-].[K+] Potassium Sorbat Potassium Sorbate